Cl.N=1C=CN2C1C=CC(=C2)[C@H](C)N (S)-1-(imidazo[1,2-a]pyridin-6-yl)ethanamine hydrochloride